ClC=1N=C(SC1C1CCCCC1)NC(=O)C1(CC(C1)NC#N)F (1r,3r)-N-(4-chloro-5-cyclohexyl-1,3-thiazol-2-yl)-3-(cyanoamino)-1-fluorocyclobutane-1-carboxamide